N-(2-ethoxyethyl)-N,2-dimethyl-but-3-yn-2-amine C(C)OCCN(C(C)(C#C)C)C